(R)-1-(2-(1H-indol-3-yl)ethyl)-6,7-dimethoxy-2-((tetrahydro-2H-pyran-4-yl)methyl)-1,2,3,4-tetrahydroisoquinoline N1C=C(C2=CC=CC=C12)CC[C@H]1N(CCC2=CC(=C(C=C12)OC)OC)CC1CCOCC1